5-chloro-1-(2-chloro-5-methoxyphenyl)-6-(2-chloro-4-fluorophenyl)-3-methyl-4(1H)-pyridazinone ClC=1C(C(=NN(C1C1=C(C=C(C=C1)F)Cl)C1=C(C=CC(=C1)OC)Cl)C)=O